FC1=C(C(=CC(=C1)N1C=NC=C1)F)C=1N=C2N(C=CC(=C2)C)C1C[C@@H]1OCCN(C1)C(C)=O (S)-1-(2-((2-(2,6-difluoro-4-(1H-imidazol-1-yl)phenyl)-7-methylimidazo[1,2-a]pyridin-3-yl)methyl)morpholino)ethan-1-one